7,9b-dichloro-4b-hydroxy-4-nitro-4b,9b-dihydro-10H-indeno[1,2-b]benzofuran-10-one ClC1=CC2=C(C3(C(O2)(C2=C(C=CC=C2C3=O)[N+](=O)[O-])O)Cl)C=C1